2-(4-(2-(2-hydroxyethyl)piperidin-1-yl)butyl)-4-phenylpyridazin-3(2H)-one OCCC1N(CCCC1)CCCCN1N=CC=C(C1=O)C1=CC=CC=C1